FC=1C=C2C(=C(C(N(C2=CC1)C)=O)C#N)N1CCC(CC1)C=1OC2=C(N1)C=C(C=C2)C 6-fluoro-1-methyl-4-[4-(5-methyl-1,3-benzooxazol-2-yl)piperidin-1-yl]-2-oxo-1,2-dihydroquinoline-3-carbonitrile